(Z)-3-(3-(3-chlorophenyl)-1H-1,2,4-triazol-1-yl)-N-cyclopentylacrylamide ClC=1C=C(C=CC1)C1=NN(C=N1)\C=C/C(=O)NC1CCCC1